BrC=1N(N=C2C1N=C(N=C2)C=2C(=NC=NC2OC)C2C(C2)(F)F)COCC[Si](C)(C)C 3-bromo-5-(4-(2,2-difluorocyclopropyl)-6-methoxypyrimidin-5-yl)-2-((2-(trimethylsilyl)ethoxy)methyl)-2H-pyrazolo[4,3-d]pyrimidine